C(#C)C=1N=CC2=C(N1)C=C(N2C)C2=C(C1=C(N=CN=C1N)N2C)C2=CC(=C(C=C2)OC2=NC=CC(=N2)C)F 6-(2-ethynyl-5-methyl-5H-pyrrolo[3,2-d]pyrimidin-6-yl)-5-(3-fluoro-4-((4-methylpyrimidin-2-yl)oxy)phenyl)-7-methyl-7H-pyrrolo[2,3-d]pyrimidin-4-amine